C(C)(C)(C)OC(=O)N1C2(CCC1CC2)C 1-methyl-7-azabicyclo[2.2.1]heptane-7-carboxylic acid tert-butyl ester